1-Tert-butyl 4-(2-methoxypyridin-3-yl)piperazine-1-carboxylate COC1=NC=CC=C1N1CCN(CC1)C(=O)OC(C)(C)C